CN(C1CCC2=C(NC1=O)N=CC(=C2)/C=C/C(=O)N(CC=2OC1=C(C2C)C=CC=C1)C)C (E)-3-(7-(dimethylamino)-8-oxo-6,7,8,9-tetrahydro-5H-pyrido[2,3-b]azepin-3-yl)-N-methyl-N-((3-methylbenzofuran-2-yl)methyl)acrylamide